2-(((1R)-1-(2-cyano-3-(6,6-dimethyl-3-azabicyclo[3.2.0]heptan-3-yl)-7-methylquinoxalin-5-yl)ethyl)amino)-benzoic acid C(#N)C1=NC2=CC(=CC(=C2N=C1N1CC2CC(C2C1)(C)C)[C@@H](C)NC1=C(C(=O)O)C=CC=C1)C